3-bromo-N1-(2,6-dibenzyl-oxy-3-pyridyl)benzene-1,2-diamine BrC1=C(C(=CC=C1)NC=1C(=NC(=CC1)OCC1=CC=CC=C1)OCC1=CC=CC=C1)N